7-{4-[(cyanomethyl)amino]-5-{5-[(1R,5S)-3,8-diazabicyclo[3.2.1]octan-3-yl]-1,3,4-thiadiazol-2-yl}pyridin-2-yl}pyrrolo[1,2-b]pyridazine-3-carbonitrile C(#N)CNC1=CC(=NC=C1C=1SC(=NN1)N1C[C@H]2CC[C@@H](C1)N2)C2=CC=C1N2N=CC(=C1)C#N